(2R)-2-[5-(3-Cyclopropyl-1-ethyl-1H-pyrazol-4-yl)-1,2,4-oxadiazol-3-yl]-1,1-difluoro-6-azaspiro[2.5]octan-6-sulfonamid C1(CC1)C1=NN(C=C1C1=NC(=NO1)[C@@H]1C(C12CCN(CC2)S(=O)(=O)N)(F)F)CC